C(#N)C1=C(C=CC(=C1OC=1C=C2C(N(C=NC2=CC1)[C@H]1COC2(C1)CCNCC2)=O)F)C2(CC2)S(=O)(=O)N [2-cyano-4-fluoro-3-[3-[(3R)-1-oxa-8-azaspiro[4.5]decan-3-yl]-4-oxo-quinazolin-6-yl]oxy-phenyl]cyclopropanesulfonamide